(2R)-2-(6-{5-chloro-2-[(oxan-4-yl)amino]pyrimidin-4-yl}-1-oxo-2,3-dihydro-1H-isoindol-2-yl)-N-[(1R)-1-[5-fluoro-2-(4-methylpiperazin-1-yl)pyridin-4-yl]ethyl]propanamide ClC=1C(=NC(=NC1)NC1CCOCC1)C1=CC=C2CN(C(C2=C1)=O)[C@@H](C(=O)N[C@H](C)C1=CC(=NC=C1F)N1CCN(CC1)C)C